C(C)(C)(C)OC(=O)N[C@H]([C@H](C#N)NC1=C(C=C(C=C1)C1=CC=C(C=C1)N1CCOCC1)C(=O)OC)CC1=CNC2=CC=CC(=C12)C1=CC=C(C=C1)C#C |&1:9| Methyl 4-(((1RS,2S)-2-((tert-butoxycarbonyl)amino)-1-cyano-3-(4-(4-ethynylphenyl)-1H-indol-3-yl)propyl)amino)-4'-morpholino-[1,1'-biphenyl]-3-carboxylate